20-Amino-8-fluoro-6-hydroxy-6,18-bis(trifluoromethyl)-23-oxa-3,4,21-triazatetracyclo[15.3.1.12,5.17,11]tricosa-1(21),2,4,7(22),8,10,17,19-octaen-16-one NC1=CC(=C2C(CCCCC3=CC=C(C(C(C4=NN=C(C1=N2)O4)(C(F)(F)F)O)=C3)F)=O)C(F)(F)F